Glyceryl monopalmitate C(CCCCCCCCCCCCCCC)(=O)OCC(O)CO